C(CCC)C1=NC=2C(=C(N=NC2N)OC(C)C)N1CC1=CC=C(C=C1)OC 2-butyl-7-isopropoxy-1-(4-methoxybenzyl)-1H-imidazo[4,5-d]pyridazin-4-amine